CS(=O)(=O)C1=CC=C(C=C1)NC1=NC=C2C=CN=C(C2=C1)C#CC1=CC=C2C=C(NC2=C1)C(=O)OC methyl 6-((7-((4-(methylsulfonyl)phenyl)amino)-2,6-naphthyridin-1-yl)ethynyl)-1H-indole-2-carboxylate